NC1=CC=C(C=C1)NC(=O)C1=CC=C(CN(C(=O)C=2C=CC3=C(OCC(N3)=O)C2)C2CC2)C=C1 N-(4-((4-aminophenyl)carbamoyl)benzyl)-N-cyclopropyl-3-oxo-3,4-dihydro-2H-benzo[b][1,4]oxazine-7-carboxamide